F[C@H]1CN(C[C@@H]1NC1=NC(=CC=C1)C1=CN=C2N1C=CC(=C2)C(C)(C)O)C(=O)OC(C)(C)C tert-butyl (3S,4S)-3-fluoro-4-[[6-[7-(1-hydroxy-1-methyl-ethyl)imidazo[1,2-a]pyridin-3-yl]-2-pyridyl]amino]pyrrolidine-1-carboxylate